C(C)(=O)C1=C(C=NN(C1=O)CC(=O)O)Cl 2-(5-acetyl-4-chloro-6-oxo-pyridazin-1-yl)acetic acid